8-METHYL-2-OXO-1,2-DIHYDROQUINOLINE-3-CARBALDEHYDE CC=1C=CC=C2C=C(C(NC12)=O)C=O